2-amino-N-benzyl-N-(2-((tert-butyldimethylsilyl)oxy)ethyl)ethane-1-sulfonamide trans-tert-butyl-(4-(4-(4-amino-2-fluorophenyl)piperidin-1-yl)cyclohexyl)carbamate C(C)(C)(C)N(C(O)=O)[C@@H]1CC[C@H](CC1)N1CCC(CC1)C1=C(C=C(C=C1)N)F.NCCS(=O)(=O)N(CCO[Si](C)(C)C(C)(C)C)CC1=CC=CC=C1